5-((5-(3-bromophenyl)spiro[2.3]hexan-5-yl)methyl)-4-methyl-4H-1,2,4-triazole-3-thiol BrC=1C=C(C=CC1)C1(CC2(CC2)C1)CC=1N(C(=NN1)S)C